CC1=NOC=C1C(=O)N[C@H](C(NC=1SC(=CN1)C1CCOCC1)=O)[C@@H]1CC[C@H](CC1)C 3-Methyl-N-[(1S)-1-(trans-4-methyl-cyclohexyl)-2-oxo-2-{[5-(tetrahydropyran-4-yl)thiazol-2-yl]amino}-ethyl]isoxazole-4-carboxamide